2-bromo-5-(4-hydroxybenzyl)-4,5-dihydro-6H-pyrrolo[3,4-d]thiazol-6-one BrC=1SC2=C(N1)CN(C2=O)CC2=CC=C(C=C2)O